C(C)(C)(C)C=1C=C(C=C(C1)C)C1=C(C=CC=C1)N(CCCOC)C1=C(C(=CC(=C1)C(F)(F)F)C(C)(C)C)O 3-(tert-butyl)-2'-((3-(tert-butyl)-2-hydroxy-5-(trifluoromethyl)phenyl)(3-methoxypropyl)amino)-5-methyl-[1,1'-biphenyl]